tert-butyl 6,7-dichloro-9-(((trifluoromethyl)sulfonyl)oxy)-1,3,4,5-tetrahydro-2H-pyrido[4,3-b]indole-2-carboxylate ClC1=C(C=C(C=2C3=C(NC12)CCN(C3)C(=O)OC(C)(C)C)OS(=O)(=O)C(F)(F)F)Cl